BrC1=CC(=C(NC1=O)C(=O)OCC)C 1-ethyl 5-bromo-3-methyl-6-oxo-1,6-dihydropyridine-2-carboxylate